N-(4-(aminomethyl)phenyl)-4-(piperidin-1-yl)-3-(trifluoromethyl)aniline NCC1=CC=C(C=C1)NC1=CC(=C(C=C1)N1CCCCC1)C(F)(F)F